4-chloro-2-((S)-1-(3,5-difluorophenyl)-2-oxopiperidin-4-yl)-5-((((S)-tetrahydro-2H-pyran-3-yl)methyl)amino)pyridazin-3(2H)-one ClC=1C(N(N=CC1NC[C@H]1COCCC1)[C@@H]1CC(N(CC1)C1=CC(=CC(=C1)F)F)=O)=O